(1r,4r)-4-amino-1-methylcyclohexane-1-ol NC1CCC(CC1)(O)C